2-(4,4-difluorocyclohexyl)-1-(2,6-diazaspiro[3.3]heptan-2-yl)ethan-1-one FC1(CCC(CC1)CC(=O)N1CC2(C1)CNC2)F